ClC1=CC=CC=2N=C(OC(C21)=O)C 5-chloro-2-methyl-4H-benzo[d][1,3]oxazine-4-one